tert-butyl (2R,3S,4S)-3-({[2-(4-benzylpiperazin-1-yl)ethyl]carbamoyl}oxy)-4-[(tert-butoxycarbonyl)oxy]-2-[(4-methoxyphenyl)methyl]pyrrolidine-1-carboxylate C(C1=CC=CC=C1)N1CCN(CC1)CCNC(=O)O[C@H]1[C@H](N(C[C@@H]1OC(=O)OC(C)(C)C)C(=O)OC(C)(C)C)CC1=CC=C(C=C1)OC